[Si](C)(C)(C(C)(C)C)O[C@@H]1CN(CCC1)C1=C(C=CC=C1)N[C@H](C)C=1C=C(C=C2C(N(C(=NC12)N1CCOCC1)C)=O)C 8-((R)-1-((2-((S)-3-((tert-butyldimethylsilyl)oxy)piperidin-1-yl)phenyl)amino)ethyl)-3,6-dimethyl-2-morpholinoquinazolin-4(3H)-one